O1CCC(=CC1)C1=CNC2=NC=C(C(=C21)NCC2=NC=CC(=N2)N2C[C@H](N[C@H](C2)C)C)C#N 3-(3,6-dihydro-2H-pyran-4-yl)-4-(((4-((3R,5S)-3,5-dimethylpiperazin-1-yl)pyrimidin-2-yl)methyl)amino)-1H-pyrrolo[2,3-b]pyridine-5-carbonitrile